Undecane-8-carboxylic acid benzyl ester C(C1=CC=CC=C1)OC(=O)C(CCCCCCC)CCC